CC/C=C\\C/C=C\\C/C=C\\C/C=C\\C/C=C\\C=C\\C(CCC(=O)O)O The molecule is a hydroxydocosahexaenoic acid that consists of 5E,7Z,10Z,13Z,16Z,19Z-docosahexaenoic acid bearing an additional 4-hydroxy substituent. It has a role as a metabolite.